C(C)(C)(C)OC=1C=C(C=CC1O[Si](C)(C)C(C)(C)C)CCC(C)=O 4-(3-(tert-butoxy)-4-((tert-butyldimethylsilyl)oxy)phenyl)butan-2-one